ClC1=C2N=CN(C2=NC(=N1)N)CC1=CC=C(C=C1)OC 6-chloro-9-(4-methoxybenzyl)-9H-purin-2-amine